F[C@@H](C1=CC2=C(SC(=C2)C(N[C@H]2CCC[C@@H]3N(C2=O)[C@@H](CC3)C(=O)N3CC(C3)C=3C=NC=CC3C)=O)C=C1)P(O)(O)=O ((R)-fluoro(2-(((3S,6S,9aS)-3-(3-(4-methylpyridin-3-yl)azetidine-1-carbonyl)-5-oxooctahydro-1H-pyrrolo[1,2-a]azepin-6-yl)carbamoyl)benzo[b]thiophen-5-yl)methyl)phosphonic acid